ClC1=C(C(=O)N)C=CC(=C1)NC1=NC=C(C(=N1)N[C@H](CO)C1=CC=CC=C1)C1=NC(=NO1)C(F)(F)F 2-chloro-4-[[4-[[(1S)-2-hydroxy-1-phenyl-ethyl]amino]-5-[3-(trifluoromethyl)-1,2,4-oxadiazol-5-yl]pyrimidin-2-yl]amino]benzamide